2-(alpha-D-Mannopyranosyl)-L-mannopyranose [C@H]1([C@@H](O)[C@@H](O)[C@H](O)[C@H](O1)CO)[C@@]1(C(O)O[C@H]([C@@H]([C@H]1O)O)CO)O